2-[1-[2-(3-Ethyl-3-phenyl-azetidin-1-yl)-6-methyl-4-oxo-chromen-8-yl]ethylamino]benzoic acid C(C)C1(CN(C1)C=1OC2=C(C=C(C=C2C(C1)=O)C)C(C)NC1=C(C(=O)O)C=CC=C1)C1=CC=CC=C1